t-butyliminotris(methylethylamino)niobium C(C)(C)(C)N=[Nb](N(C)CC)(N(C)CC)N(CC)C